ClC=1C(=C(NC2=NC=NC3=CC=C(C=C23)[C@]2(CN(CC2)C(C=C)=O)F)C=CC1Cl)F 1-[(3R)-3-[4-(3,4-dichloro-2-fluoro-anilino)quinazolin-6-yl]-3-fluoro-pyrrolidin-1-yl]prop-2-en-1-one